Vinyloxybutylether C(=C)OCCCCOCCCCOC=C